(3S,4S)-4-fluoro-N,N-dimethylpyrrolidin-3-amine hydrochloride Cl.F[C@@H]1[C@H](CNC1)N(C)C